1,5-dimethyl-3-(pyrrolidin-1-yl)-1H-pyrazol-4-amine CN1N=C(C(=C1C)N)N1CCCC1